FC1=C(C(=CC(=C1)F)F)S(=O)(=O)NC=1C(=NC=C(C1)C=1C=CC=2N=CN=C(C2N1)N1CCN(CC1)C(\C=C\C(C)=O)=O)OC (E)-2,4,6-trifluoro-N-(2-methoxy-5-(4-(4-(4-oxopent-2-enoyl)piperazin-1-yl)pyrido[3,2-d]pyrimidin-6-yl)pyridin-3-yl)benzenesulfonamide